N-(2-(4,4-difluoropiperidin-1-yl)-6-methylpyridin-4-yl)-2-(6-azaspiro[2.5]oct-6-yl)benzamide FC1(CCN(CC1)C1=NC(=CC(=C1)NC(C1=C(C=CC=C1)N1CCC2(CC2)CC1)=O)C)F